diisopropylbis(ethoxymethyl)silane tert-butyl-4-[5-oxo-7-(p-tolylsulfonyloxy)-[1,3,4]thiadiazolo[3,2-a]pyrimidin-2-yl]piperazine-1-carboxylate C(C)(C)(C)OC(=O)N1CCN(CC1)C1=NN2C(=NC(=CC2=O)OS(=O)(=O)C2=CC=C(C=C2)C)S1.C(C)(C)[Si](COCC)(COCC)C(C)C